6-bromo-8-cyclopentyl-2-(5-piperazin-1-yl-pyridin-2-ylamino)-8H-pyrido[2,3-d]pyrimidin-7-one hydrochloride Cl.BrC1=CC2=C(N=C(N=C2)NC2=NC=C(C=C2)N2CCNCC2)N(C1=O)C1CCCC1